CC(C)C1=CC=C(C=C1)C(=O)NNC(=O)C1=CC=CN2C1=NS(CC2)(=O)=O N'-{[4-(1-methylethyl)phenyl]carbonyl}-3,4-dihydropyrido[2,1-c][1,2,4]thiadiazine-9-carbohydrazide 2,2-dioxide